NC1=NN(C(=C1)C1CC(C1)(F)F)C(=O)OC(C)(C)C tert-butyl 3-amino-5-(3,3-difluorocyclobutyl)pyrazole-1-carboxylate